Methyl (2Z,4E)-5-(tributylstannyl)penta-2,4-dienoate C(CCC)[Sn](/C=C/C=C\C(=O)OC)(CCCC)CCCC